N1=CC=C(C=C1)CN1C(NC2=C1C=CC=C2)=O 1-(pyridin-4-ylmethyl)-1H-benzo[d]imidazol-2(3H)-one